C(C)(C)(C)OC(=O)N1CC(CC1)(O)C=1N(C2=CC=CC(=C2C1C1=CC=C(C=C1)C(=O)OC)OCC1=CC=CC=C1)C1=CC=C(C=C1)F 3-[4-benzyloxy-1-(4-fluorophenyl)-3-(4-methoxycarbonylphenyl)indol-2-yl]-3-hydroxy-pyrrolidine-1-carboxylic acid tert-butyl ester